2-(diethoxyphosphoryl)-4-oxo-4-(((S)-1-(5-(trifluoromethyl)pyridin-2-yl)ethyl)amino)butanoic acid, trifluoroacetic acid salt FC(C(=O)O)(F)F.C(C)OP(=O)(OCC)C(C(=O)O)CC(N[C@@H](C)C1=NC=C(C=C1)C(F)(F)F)=O